3-(4-(3-fluoro-3-methylpiperidin-1-yl)pyrimidin-2-yl)-6-(trifluoromethyl)imidazo[1,2-a]pyridine FC1(CN(CCC1)C1=NC(=NC=C1)C1=CN=C2N1C=C(C=C2)C(F)(F)F)C